ClC=1C=CC2=C(N=C(O2)N2CCC3(CC2)CCC(CC3)NC(=O)C=3OC(=CC3)S(=O)(=O)C)C1 N-[3-(5-chloro-1,3-benzoxazol-2-yl)-3-azaspiro[5.5]undecan-9-yl]-5-methylsulfonyl-furan-2-carboxamide